C(C)OC1=C(C(=O)NC[C@@H](O)C2N=CC3=CC(=CC=C3C2)OCOC)C=CC(=N1)N1CCN(CC1)C(=O)OC 3-((R)-2-(2-ethoxy-6-(4-(methoxycarbonyl)piperazin-1-yl)nicotinamido)-1-hydroxyethyl)-7-(methoxymethoxy)-3,4-dihydroisoquinoline